FC1=CC=C(C=C1)C1=NC2=C(N1CC1=C(OCCCCCC(=O)OCC)C=CC=C1)C=CC=C2 Ethyl 6-(2-((2-(4-fluorophenyl)-1H-benzo[d]imidazol-1-yl)methyl)phenoxy)hexanoate